3-fluoro-N-(2-(3-((1R,3R)-2-((1-fluorocyclopropyl)methyl)-3-methyl-2,3,4,9-tetrahydro-1H-pyrido[3,4-b]indol-1-yl)-4-methoxyphenoxy)ethyl)propan-1-amine FCCCNCCOC1=CC(=C(C=C1)OC)[C@H]1N([C@@H](CC2=C1NC1=CC=CC=C21)C)CC2(CC2)F